(+)-3-Caren C12CC(=CCC1C2(C)C)C